CC1(C2=CC=CC=C2C=2C=CC(=CC12)C1=CC=CC=2C3=C(SC21)C(=CC=C3)C=3C=C(C=CC3)C3=NC(=NC(=N3)C3=CC=CC=C3)C3=CC=CC=C3)C 2-{3-(6-(9,9-dimethylfluoren-2-yl)dibenzothiophen-4-yl)phenyl}-4,6-diphenyl-1,3,5-triazine